2-(N-((7-fluoro-3,4-dihydro-4-oxoquinazolin-2-yl)methyl)-N-methylamino)-N-(3,4-dichlorophenyl)-N-methylacetamide FC1=CC=C2C(NC(=NC2=C1)CN(C)CC(=O)N(C)C1=CC(=C(C=C1)Cl)Cl)=O